((1R)-1-(3-((2,4-dichlorobenzyl)amino)-2-methyl-3-oxopropanamido)-2-(p-tolyl)ethyl)boronic acid ClC1=C(CNC(C(C(=O)N[C@@H](CC2=CC=C(C=C2)C)B(O)O)C)=O)C=CC(=C1)Cl